CC=1SC=C(N1)C#CC12CN(CC2C1)C=1C=C(C#N)C=CC1 3-(1-((2-methylthiazol-4-yl)ethynyl)-3-azabicyclo[3.1.0]hexan-3-yl)benzonitrile